NC1=C2N=CN(C2=NC=N1)CC(=O)N(CC(=O)O)CCN N-(2-(6-amino-9H-purin-9-yl)acetyl)-N-(2-aminoethyl)glycine